(±)-4-(3-Bromo-2-fluoroanilino)-7-[(2-hydroxybut-3-en-1-yl)oxy]quinazolin-6-ol BrC=1C(=C(NC2=NC=NC3=CC(=C(C=C23)O)OC[C@@H](C=C)O)C=CC1)F |r|